CC1=C(C(=O)P([O-])(=O)C2=CC=CC=C2)C(=CC(=C1)C)C 2,4,6-trimethylbenzoyl-phenylphosphinate